Dibutyltin(IV) Dilaurate CCCCCCCCCCCC(=O)[O-].CCCCCCCCCCCC(=O)[O-].CCCC[Sn+2]CCCC